tert-butyl 6-[[5-[[2-[bis(tert-butoxycarbonyl)amino]-3-fluoro-4-pyridyl]methyl]-4-methyl-3-pyridyl]amino]-2-azaspiro[3.3]heptane-2-carboxylate C(C)(C)(C)OC(=O)N(C1=NC=CC(=C1F)CC=1C(=C(C=NC1)NC1CC2(CN(C2)C(=O)OC(C)(C)C)C1)C)C(=O)OC(C)(C)C